C(C(=C)C)(=O)O.C(CC)[Si](OC)(OC)C propyl-methyl-dimethoxysilane methacrylate